FC(C1=CC=C(C=C1)COC=1C=C2C(=CNC2=CC1)NC(=O)C1CCOCC1)(F)F N-(5-{[4-(trifluoromethyl)phenyl]methoxy}-1H-indol-3-yl)oxacyclohexane-4-carboxamide